FC(C=1C=C(C(=O)N[C@@H](C)C(=O)O)C=C(C1)C(F)(F)F)(F)F (3,5-bis(trifluoromethyl)benzoyl)-L-alanine